(2S)-2-(tert-butoxycarbonylamino)-4-methylthiobutyric acid C(C)(C)(C)OC(=O)N[C@H](C(=S)O)CCC